3-hydroxy-5-methyl-6-(3-phenoxybenzyl)-2-propylisonicotinic acid methyl ester COC(C1=C(C(=NC(=C1C)CC1=CC(=CC=C1)OC1=CC=CC=C1)CCC)O)=O